6-(3-fluoro-4-((4-methylpyrimidin-2-yl)oxy)phenyl)-7-(1-(2-fluoroacryloyl)-6-methylindolin-5-yl)-2-methylpyrrolo[1,2-b]pyridazine-5-carboxamide FC=1C=C(C=CC1OC1=NC=CC(=N1)C)C=1C(=C2N(N=C(C=C2)C)C1C=1C=C2CCN(C2=CC1C)C(C(=C)F)=O)C(=O)N